4-(4-((4-(methylsulfinyl)benzyl)oxy)phenyl)-N-(4-phenylbutyl)-1H-imidazole-1-carboxamide CS(=O)C1=CC=C(COC2=CC=C(C=C2)C=2N=CN(C2)C(=O)NCCCCC2=CC=CC=C2)C=C1